C(=O)(O)C=1C=C(C=CC1C(=O)O)C(C1=CC(=C(C=C1)C(=O)O)C(=O)O)[SiH2]C1=CC=CC=C1 bis-(3,4-dicarboxyphenyl)methylphenyl-silane